ClC=1C(=C(C(=O)[O-])C=CC1O)O CHLORO-2,4-DIHYDROXYBENZOATE